Cl.Cl.ClC=1C=C(C=CC1C(=O)N1CCNCC1)NC(=O)C=1N(C(=CN1)C=1C(=NN(C1)CC1CCC1)C(F)(F)F)C N-(3-chloro-4-(piperazine-1-carbonyl)phenyl)-5-(1-(cyclobutylmethyl)-3-(trifluoromethyl)-1H-pyrazol-4-yl)-1-methyl-1H-imidazole-2-carboxamide dihydrochloride